C1(CC1)CN1N=CC(=C1)S(=O)(=O)NC(NC1=C2CCCC2=CC(=C1C1=CC=2N(C=C1)C=NC2)C)=O 1-(cyclopropylmethyl)-N-((5-(imidazo[1,5-a]pyridin-7-yl)-6-methyl-2,3-dihydro-1H-inden-4-yl)carbamoyl)-1H-pyrazole-4-sulfonamide